FC1(CCC(CC1)NC(=O)C1=CC(=NC=2N1N=C(C2C(=O)N)COC)C)F N7-(4,4-difluorocyclohexyl)-2-(methoxymethyl)-5-methyl-pyrazolo[1,5-a]pyrimidine-3,7-dicarboxamide